FN1C2(CC(C3=CC=CC=C13)=O)CCN(CC2)C(=O)NCC2=CC(=CC=C2)S(N)(=O)=O fluoro-4'-oxo-N-(3-sulfamoylbenzyl)-3',4'-dihydro-1'H-spiro[piperidine-4,2'-quinoline]-1-carboxamide